C(C)SC1=CC(=C(C(=O)O)C=C1)N1CCC2(CC2)CC1 4-(ethylsulfanyl)-2-(6-azaspiro[2.5]octane-6-yl)benzoic acid